1-(tertbutoxycarbonyl)pyrrole C(C)(C)(C)OC(=O)N1C=CC=C1